6,7-Difluorochroman-4-one oxime FC=1C=C2C(CCOC2=CC1F)=NO